tert-butyl (S)-4-((3-cyanoazetidin-1-yl)sulfonyl)-2-((R)-2-((3,5-dichlorobenzyl)carbamoyl)pyrrolidine-1-carbonyl)piperazine-1-carboxylate C(#N)C1CN(C1)S(=O)(=O)N1C[C@H](N(CC1)C(=O)OC(C)(C)C)C(=O)N1[C@H](CCC1)C(NCC1=CC(=CC(=C1)Cl)Cl)=O